(4-(bromomethyl)phenyl)-5-ethoxy-3-(trifluoromethyl)-1H-pyrazole BrCC1=CC=C(C=C1)N1N=C(C=C1OCC)C(F)(F)F